9-([1,1'-biphenyl]-2-yl)-4-chloro-9H-carbazole C1(=C(C=CC=C1)N1C2=CC=CC=C2C=2C(=CC=CC12)Cl)C1=CC=CC=C1